(2S,5R)-2-(N-(2-(1-methyl-1H-imidazol-2-yl) acetyl) carbamimidoyl)-7-oxo-1,6-diazabicyclo[3.2.1]octan-6-yl hydrogen sulfate S(=O)(=O)(ON1[C@@H]2CC[C@H](N(C1=O)C2)C(NC(CC=2N(C=CN2)C)=O)=N)O